bis(tert-butyl)-[3,6-dimethoxy-2-(2,4,6-triisopropylphenyl)phenyl]phosphine C(C)(C)(C)P(C1=C(C(=CC=C1OC)OC)C1=C(C=C(C=C1C(C)C)C(C)C)C(C)C)C(C)(C)C